3,3-dimethyl-1-oxobutan-2-ylcarbamic acid tert-butyl ester C(C)(C)(C)OC(NC(C=O)C(C)(C)C)=O